O1CCC(CC1)OC1=CC=C(N=N1)CO (6-((tetrahydro-2H-pyran-4-yl)oxy)pyridazin-3-yl)methanol